2-(3,4-dimethoxy-phenyl)-N-(2-ethyl-6-methylphenyl)imidazo[1,2-a]pyrazin-3-amine COC=1C=C(C=CC1OC)C=1N=C2N(C=CN=C2)C1NC1=C(C=CC=C1C)CC